FC1(CN(CC[C@H]1NC1=NN2C(C(=N1)OC)=C(C=C2)C=2C=CC1=C(N(N=N1)CC(F)F)C2)C2(COC2)C)F (R)-N-(3,3-difluoro-1-(3-methyloxetan-3-yl)piperidin-4-yl)-5-(1-(2,2-difluoroethyl)-1H-benzo[d][1,2,3]triazol-6-yl)-4-methoxypyrrolo[2,1-f][1,2,4]triazin-2-amine